tert-Butyl (2-(6-chloro-3-((5,6-dichloropyridin-3-yl)amino)-9H-carbazol-1-yl)ethyl)carbamate ClC=1C=C2C=3C=C(C=C(C3NC2=CC1)CCNC(OC(C)(C)C)=O)NC=1C=NC(=C(C1)Cl)Cl